(1s,2s)-N-(5-(2-(6-tert-butyl-8-fluoro-1-oxophthalazin-2(1H)-yl)-3-(hydroxymethyl)pyridin-4-yl)-1-methyl-2-oxo-1,2-dihydropyridin-3-yl)-2-fluorocyclopropanecarboxamide C(C)(C)(C)C=1C=C2C=NN(C(C2=C(C1)F)=O)C1=NC=CC(=C1CO)C=1C=C(C(N(C1)C)=O)NC(=O)[C@H]1[C@H](C1)F